C(C)(C)[C@H]1C=2C=C(C=C3OC=C(C32)C(C1)=O)C (S)-5-isopropyl-7-methyl-4,5-dihydro-3H-naphtho[1,8-bc]furan-3-one